C(C)(C)(C)N(C(=O)OCC1(CC1)OC1OCCCC1)CCOC=1C=NC=CC1CN [1-(tetrahydro-2H-pyran-2-yloxy)cyclopropyl]methanol tert-butyl-(2-{[4-(aminomethyl)pyridin-3-yl]oxy}ethyl)carbamate